SCCC[SiH2]OCCC(OCC)OCC 3-mercaptopropyl-diethoxypropoxysilane